15-Heptyl-5-(10-heptyl-8,8-dimethyl-7,9,11-trioxa-8-silanonadecyl)-13,13-dimethyl-12,14,16-trioxa-5-aza-13-silatetracosan-1-ol C(CCCCCC)C(O[Si](OCCCCCCN(CCCCO)CCCCCCO[Si](OC(OCCCCCCCC)CCCCCCC)(C)C)(C)C)OCCCCCCCC